2,2-Difluoro-N-(((3S,3aS)-8-fluoro-1-oxo-7-thiomorpholino-3a,4-dihydro-1H,3H-benzo[b]oxazolo[3,4-d][1,4]oxazin-3-yl)methyl)acetamide FC(C(=O)NC[C@@H]1OC(N2C3=C(OC[C@H]21)C=C(C(=C3)F)N3CCSCC3)=O)F